NC1=NC(=C2N=CN(C2=N1)C1C(C(C(C1O)O)CO)=O)OC 2-(2-amino-6-methoxy-purin-9-yl)-5-(hydroxymethyl)oxocyclopentane-3,4-diol